C(C)(C)(C)C1=NC(=CC(=N1)NC1=NN2C(C=C(C=C2)C2=C(C=NC(=C2)OC(F)F)OCC(C#N)(C)C)=C1)C 3-[[4-[2-[(2-tert-butyl-6-methyl-pyrimidin-4-yl)amino]pyrazolo[1,5-a]pyridin-5-yl]-6-(difluoromethoxy)-3-pyridyl]oxy]-2,2-dimethyl-propanenitrile